2-(4-(2-(5-chloropyridin-2-yl)-2-methylbenzo[d][1,3]dioxol-4-yl)-2,6-difluorobenzyl)-1-((1-(cyanomethyl)cyclopropyl)methyl)-1H-benzo[d]imidazole-6-carboxylic acid ClC=1C=CC(=NC1)C1(OC2=C(O1)C=CC=C2C2=CC(=C(CC1=NC3=C(N1CC1(CC1)CC#N)C=C(C=C3)C(=O)O)C(=C2)F)F)C